ClC1=C(C=CC(=N1)C(=O)NC)N1N=C2C(=C1)CNC2 6-chloro-5-(5,6-dihydropyrrolo[3,4-c]pyrazol-2(4H)-yl)-N-methylpicolinamide